(5RS)-2-[(2-Methoxypyridin-4-yl)methyl]-3-oxo-2,3,5,6,7,8-hexahydro[1,2,4]triazolo[4,3-a]pyridine-5-carboxylic acid hydrochloride Cl.COC1=NC=CC(=C1)CN1N=C2N([C@H](CCC2)C(=O)O)C1=O |r|